ClC1=CC=C(C(=N1)N1NC(=CC1=O)C(F)F)C1(OCCO1)C 2-[6-chloro-3-(2-methyl-1,3-dioxolan-2-yl)-2-pyridinyl]-5-(difluoromethyl)-1H-pyrazol-3-one